FC1=C(C=CC(=C1)C=1C=NC=C(C1)O)C(C)N1CCNCC1 4-[1-[2-Fluoro-4-(5-hydroxypyridin-3-yl)phenyl]ethyl]piperazin